C(C=C)(=O)NCCCCCCCCCCCC[Na] acrylamidododecyl-sodium